CC1CCCC(C1)OC(CCC(=O)N(C)C)=O 5-methylcyclohexyl-4-(dimethylamino)-4-oxobutanoat